CC(CC1=CC=CC=C1)(C)OC(C1=CC=C(C=C1)O)=O 2-Methyl-1-phenylpropan-2-yl-4-hydroxybenzoat